Car-3-ene C12CC(=CCC1C2(C)C)C